(1-(7-Aminonaphthalen-1-yl)cyclopropyl)-2-methyl-5-((1-methylazetidin-2-yl)methoxy)benzamide NC1=CC=C2C=CC=C(C2=C1)C1(CC1)C=1C(=C(C(=O)N)C=C(C1)OCC1N(CC1)C)C